O[C@@H]1C[C@@H](O[C@@H]([C@@H]1O)O)CO (2R,3S,4R,5R,6S)-4,5,6-trihydroxy-2-(hydroxymethyl)-tetrahydro-2H-pyran